(9E)-12-hydroxy-9-octadecenoic acid OC(C/C=C/CCCCCCCC(=O)O)CCCCCC